C(C1=CC=CC=C1)(C1=CC=CC=C1)N1C[C@@H]([C@@](CC1)(O)C=1C=C2CN(C(C2=CC1)=O)C1C(NC(CC1)=O)=O)O 3-(5-((3s,4s)-1-benzhydryl-3,4-dihydroxypiperidin-4-yl)-1-oxoisoindolin-2-yl)piperidine-2,6-dione